1-butyl-4-propyl-1H-1,2,3-triazole C(CCC)N1N=NC(=C1)CCC